C(CCCCCCO)O 1,7-Heptandiol